4-((2,3-difluorophenyl)amino)-N-methyl-3-(1-methyl-1H-tetrazol-5-yl)benzenesulfonamide FC1=C(C=CC=C1F)NC1=C(C=C(C=C1)S(=O)(=O)NC)C1=NN=NN1C